tert-butyl 4-[3-(6-hydroxy-4-oxo-quinazolin-3-yl)butyl]piperidine-1-carboxylate OC=1C=C2C(N(C=NC2=CC1)C(CCC1CCN(CC1)C(=O)OC(C)(C)C)C)=O